N1=CC=CC=2CN(CCC12)CC1=CC=C(COC2=C3CN(C(C3=CC=C2)=O)C2C(NC(CC2)=O)=O)C=C1 3-(4-((4-((7,8-DIHYDRO-1,6-NAPHTHYRIDIN-6(5H)-YL)METHYL)BENZYL)OXY)-1-OXOISOINDOLIN-2-YL)PIPERIDINE-2,6-DIONE